FC(C(=O)O)(F)F.CC1(CCC(CC1)C1=NNC=C1CC(CN)NC)C 1-((3-(4,4-dimethylcyclohexyl)-1H-pyrazol-4-yl)methyl)-N1-methyl-ethane-1,2-diamine trifluoroacetate salt